N-[(15aS,16R)-7-chloro-17,17-difluoro-1-oxo-2,3,15a,16,17,18-hexahydro-1H,15H-4,8-(azeno)-14,10-(metheno)pyrrolo[1,2-j][1,8,10]oxadiazacycloheptadecin-16-yl]methanesulfonamide ClC1=C2OC=3C=CC=C(C[C@@H]4N(C(NCC(C=C1)=N2)=O)CC([C@@H]4NS(=O)(=O)C)(F)F)C3